2-(2',6'-diisopropylphenyl)-3,3-diphenyl-isoindoline C(C)(C)C1=C(C(=CC=C1)C(C)C)N1CC2=CC=CC=C2C1(C1=CC=CC=C1)C1=CC=CC=C1